6-bromo-1-methyl-pyrazolo[4,3-c]pyridine BrC1=CC2=C(C=N1)C=NN2C